indol-3-propionic acid N1C=C(C2=CC=CC=C12)CCC(=O)O